benzyl 4-(aminomethyl)-3-hydroxy-3-methylpiperidine-1-carboxylate NCC1C(CN(CC1)C(=O)OCC1=CC=CC=C1)(C)O